C1(CC1)N1C=C(C(C2=CC(=C(C(=C12)OC)N1CC(N(CC1)C(C)=O)C)F)=O)C(C=CC=1C=NC=CC1)=O 1-cyclopropyl-6-fluoro-7-(3-methyl-4-acetylpiperazin-1-yl)-3-[3-(pyridin-3-yl)acryloyl]-8-methoxy-quinolin-4(1H)-one